BrC1=C(C(=O)OC)C=CC(=C1)NC=1C=2N(C=CN1)C(=CN2)I methyl 2-bromo-4-[(3-iodoimidazo[1,2-a]pyrazin-8-yl)amino]benzoate